4,4-dihydroxy-8-({1-[(4R)-4-phenyl-L-prolyl]azetidin-3-yl}oxy)-5-oxa-4-boranuidabicyclo[4.4.0]deca-1(6),7,9-triene-7-carboxylic acid disodium salt [Na+].[Na+].O[B-]1(CCC=2C=CC(=C(C2O1)C(=O)O)OC1CN(C1)C([C@H]1NC[C@H](C1)C1=CC=CC=C1)=O)O.O[B-]1(CCC=2C=CC(=C(C2O1)C(=O)O)OC1CN(C1)C([C@H]1NC[C@H](C1)C1=CC=CC=C1)=O)O